2-(2,3-dimethyl-3-(trimethylsiloxy)butylsulfonyl)benzothiazole CC(CS(=O)(=O)C=1SC2=C(N1)C=CC=C2)C(C)(O[Si](C)(C)C)C